C(C)(C)(C)[Si](OC1CCOC1)(C)C trans-4-[tert-butyl-(dimethyl)silyl]Oxytetrahydrofuran